3-[(tert-butoxycarbonyl)amino]-2-(4-carbamoylphenyl)propanoic acid C(C)(C)(C)OC(=O)NCC(C(=O)O)C1=CC=C(C=C1)C(N)=O